ClC1=C(N=CN1C1C(C1)C(F)(F)F)C(=O)OCC ethyl 5-chloro-1-[2-(trifluoromethyl) cyclopropyl]-1H-imidazole-4-carboxylate